1,2,4-triazine-3,5-di-amine N1=NC(=NC(=C1)N)N